[I-].C[N+]1=CC=C(C2=CC=CC=C12)C=NNC(=O)C1=NC=NC(=C1)C(=O)NN=CC1=CC=[N+](C2=CC=CC=C12)C.[I-] N'4,N'6-Bis[(1-methylquinolinium-4-yl)methylene]pyrimidine-4,6-dicarbohydrazide iodide